5,6-dihydro-[1,2,4]triazolo[4,3-a]pyrazine-7(8H)-carboxylic acid tert-butyl ester C(C)(C)(C)OC(=O)N1CC=2N(CC1)C=NN2